ethyl 4-(5-(3-bromopropoxy)-4-fluoro-6-methoxybenzo[b]thiophen-2-yl)-4-oxobutanoate BrCCCOC1=C(C2=C(SC(=C2)C(CCC(=O)OCC)=O)C=C1OC)F